C(C)(=O)OC[C@H]([C@H](N1[C@H](COCC1)C#N)C=1SC=C(N1)Br)NC(=O)OC(C)(C)C (2S,3S)-3-(4-bromothiazol-2-yl)-2-((tert-butoxycarbonyl)amino)-3-((S)-3-cyanomorpholino)propyl acetate